(piperidin-4-ylmethyl)piperazine-1-carboxylic acid tert-butyl ester C(C)(C)(C)OC(=O)N1C(CNCC1)CC1CCNCC1